(S)-tert-butyl 4-((4-(3-((4-cyano-3-(trifluoromethyl)phenyl)amino)-2-hydroxy-2-methyl-3-oxopropyl)piperazin-1-yl)methyl)piperidine-1-carboxylate C(#N)C1=C(C=C(C=C1)NC([C@@](CN1CCN(CC1)CC1CCN(CC1)C(=O)OC(C)(C)C)(C)O)=O)C(F)(F)F